ClC=1C=C(C=C(C1)Cl)[C@]1(CC(=NO1)C1=CC(=C(C(=O)O)C=C1)C)C(F)(F)F (R)-4-(5-(3,5-dichlorophenyl)-5-(trifluoromethyl)-4,5-dihydroisoxazol-3-yl)-2-methylbenzoic acid